CC(CCCC(=O)NC=1C(=C(C=CC1F)NC(C1=CC=CC=C1)=O)F)(C)C N-(3-(5,5-dimethylhexanoylamino)-2,4-difluorophenyl)benzamide